2,5-dioxopyrrolidin-1-yl 4-((4-((E)-(2,5-dimethoxy-4-((E)-(4-nitrophenyl)diazenyl)phenyl)diazenyl)phenyl)(methyl)amino)butanoate COC1=C(C=C(C(=C1)\N=N\C1=CC=C(C=C1)[N+](=O)[O-])OC)/N=N/C1=CC=C(C=C1)N(CCCC(=O)ON1C(CCC1=O)=O)C